4-[[(7R)-8-cyclopentyl-7-ethyl-5-methyl-6-oxo-7H-pteridin-2-yl]amino]-3-methoxy-N-[2-[2-[2-(4-piperidyloxy)ethoxy]ethoxy]ethyl]benzamide C1(CCCC1)N1[C@@H](C(N(C=2C=NC(=NC12)NC1=C(C=C(C(=O)NCCOCCOCCOC2CCNCC2)C=C1)OC)C)=O)CC